NC1=C(C=C(C=C1)N1CCC(CC1)N(CCSC)C)NC(OC(C)(C)C)=O tert-butyl (2-amino-5-(4-(methyl(2-(methylthio)ethyl)amino)piperidin-1-yl)phenyl)carbamate